C(C)N1CN(C=C1)C 1-Ethyl-3-methyl-1H-imidazol